(5R,8R)-2-Bromo-9,10-didehydro-N,N-diethyl-6-methylergoline-8-carboxamide BrC1=C2C[C@H]3N(C[C@@H](C=C3C=3C=CC=C(N1)C32)C(=O)N(CC)CC)C